D-phenylalanyl-L-cysteinyl-L-tyrosyl-D-tryptophanyl-L-lysyl-L-threonyl-L-threonine N[C@H](CC1=CC=CC=C1)C(=O)N[C@@H](CS)C(=O)N[C@@H](CC1=CC=C(C=C1)O)C(=O)N[C@H](CC1=CNC2=CC=CC=C12)C(=O)N[C@@H](CCCCN)C(=O)N[C@@H]([C@H](O)C)C(=O)N[C@@H]([C@H](O)C)C(=O)O